O1SN=CC=C1 OXATHIAZIN